CSC(C(=O)N1C(CCCC1)C=1NC=C(N1)C1=C(C=CC=C1)C)C 2-(Methylsulfanyl)-1-(2-(4-(o-tolyl)-1H-imidazol-2-yl)piperidin-1-yl)propan-1-one